ClC=1C=C(C=C(C1)Cl)C(C(=O)N(C)[C@@H]1CN(C[C@H]1C1=CC=C(C=C1)F)C(=O)N1CCN(CC1)S(=O)(=O)C)(C)C (3,5-dichloro-phenyl)-N-[(3S,4R)-4-(4-fluoro-phenyl)-1-(4-methanesulfonyl-piperazine-1-carbonyl)-pyrrolidin-3-yl]-N-methyl-isobutyramide